3-dimethylamino-2-(cholest-5-en-3beta-oxybutan-4-oxy)-1-(cis,cis-9,12-octadecadienoxy)propane methyl-4-(N-pentylamino)benzoate COC(C1=CC=C(C=C1)NCCCCC)=O.CN(CC(COCCCCCCCC\C=C/C\C=C/CCCCC)OC(CCC)O[C@@H]1CC2=CC[C@H]3[C@@H]4CC[C@H]([C@@H](CCCC(C)C)C)[C@]4(CC[C@@H]3[C@]2(CC1)C)C)C